Cl.CC1=NN(C=C1B1OC(C(O1)(C)C)(C)C)C1(CNC1)CC#N {3-[3-methyl-4-(4,4,5,5-tetramethyl-1,3,2-dioxaborolan-2-yl)-1H-pyrazol-1-yl]azetidin-3-yl}acetonitrile HCl salt